C(C)(C)(C)OC(=O)N1[C@H]([C@H](CCC1)C(=O)N1[C@H](CCC1)C(F)(F)F)C(=O)O (2R,3S)-1-(tert-butoxycarbonyl)-3-((R)-2-(trifluoromethyl)pyrrolidine-1-carbonyl)piperidine-2-carboxylic acid